3,5,5-trimethyl-1-hexanal CC(CC=O)CC(C)(C)C